propan-2-ylpyrimidine-5-carboxamide CC(C)C1=NC=C(C=N1)C(=O)N